(2-chloro-1-oxido-pyridin-1-ium-3-yl)-morpholino-methanone ClC1=[N+](C=CC=C1C(=O)N1CCOCC1)[O-]